C(C=C)OC(=O)C=1N=NC(=CC1)N1CCN(CC1)C(C1=CC(=C(C=C1)C=1C=NC(=CC1)C1=CC(=C(C2=CC=CC=C12)O)C(N(C)C)=O)F)=O 6-[4-[4-[6-[3-(dimethylcarbamoyl)-4-hydroxynaphthalen-1-yl]pyridin-3-yl]-3-fluorobenzoyl]piperazin-1-yl]pyridazin-3-carboxylic acid prop-2-enyl ester